2-(2-Chloro-6-morpholinyl-9-(tetrahydro-2H-pyran-2-yl)-9H-purin-8-yl)propan-2-ol ClC1=NC(=C2N=C(N(C2=N1)C1OCCCC1)C(C)(C)O)N1CCOCC1